FC1=NC=CC(=C1C)N1CCC(CC1)C1=CC=2C(=NC=CN2)N(C1=O)CC1=C(C=CC=C1)C(F)(F)F 7-(1-(2-Fluoro-3-methylpyridin-4-yl)piperidin-4-yl)-5-(2-(trifluoromethyl)benzyl)pyrido-[2,3-b]pyrazin-6(5H)-one